CS(=O)(=O)CCC(C1COC1)C=1C=CC(=NC1)N1N=CC(=C1)C1=C2C(=NC=C1)NC=N2 7-(1-(5-(3-(methylsulfonyl)-1-(oxetan-3-yl)propyl)pyridin-2-yl)-1H-Pyrazol-4-yl)-3H-imidazo[4,5-b]pyridine